1-acetyl-(3-dimethylaminopropyl)carbodiimide hydrochloride Cl.C(C)(=O)N=C=NCCCN(C)C